C12C(CC(CC1)C(=O)O)O2 4-epoxycyclohexanoic acid